4,4'-[(2-hydroxyphenyl)methylene]bis(2,3,5-trimethylphenol) OC1=C(C=CC=C1)C(C1=C(C(=C(C=C1C)O)C)C)C1=C(C(=C(C=C1C)O)C)C